Di-tert-butyl (2-(hydroxymethyl)phenyl) phosphate P(=O)(OC(C)(C)C)(OC(C)(C)C)OC1=C(C=CC=C1)CO